(1S)-1-[(2R,7aS)-2-fluoro-hexahydropyrrolizin-7a-yl]ethanol F[C@@H]1C[C@@]2(CCCN2C1)[C@H](C)O